N-(5-((3-((2-methylthiazol-4-yl)methyl)piperidin-1-yl)methyl)thiazol-2-yl)acetamide CC=1SC=C(N1)CC1CN(CCC1)CC1=CN=C(S1)NC(C)=O